(R)-7-(3-(1-(2,2-difluoro-1-(4-fluorophenyl)propyl)-1H-pyrazol-4-yl)-2-fluorophenyl)-8-methyl-[1,2,4]triazolo[1,5-a]pyridin-2-amine FC([C@@H](C1=CC=C(C=C1)F)N1N=CC(=C1)C=1C(=C(C=CC1)C1=C(C=2N(C=C1)N=C(N2)N)C)F)(C)F